1-(4-(4-amino-7-cyclopropyl-7H-pyrrolo[2,3-d]pyrimidin-5-yl)-2-fluorophenyl)-3-(3-((4-methylpiperazin-1-yl)methyl)-5-(trifluoromethyl)phenyl)urea NC=1C2=C(N=CN1)N(C=C2C2=CC(=C(C=C2)NC(=O)NC2=CC(=CC(=C2)C(F)(F)F)CN2CCN(CC2)C)F)C2CC2